(S)-2-(((benzyloxy)carbonyl)amino)-2-((1R,4S)-4-methylcyclohexyl)acetic acid C(C1=CC=CC=C1)OC(=O)N[C@H](C(=O)O)C1CCC(CC1)C